4-(3-{[4-({2-Allyl-1-[6-(1-hydroxy-1-methylethyl)pyridin-2-yl]-3-oxo-2,3-dihydro-1H-pyrazolo[3,4-d]pyrimidin-6-yl}amino)piperidin-1-yl]carbonyl}-4-fluorobenzyl)phthalazin-1(2H)-one C(C=C)N1N(C2=NC(=NC=C2C1=O)NC1CCN(CC1)C(=O)C=1C=C(CC2=NNC(C3=CC=CC=C23)=O)C=CC1F)C1=NC(=CC=C1)C(C)(C)O